2-[(2R,5S)-2-(3-Chlorophenyl)-5-methyl-1-piperidyl]-N-(5-methyl-3-pyridyl)-2-oxo-acetamide ClC=1C=C(C=CC1)[C@@H]1N(C[C@H](CC1)C)C(C(=O)NC=1C=NC=C(C1)C)=O